CN1CCN(CCN(CC1)C)CC1=C(C=CC(=C1)\C=C\C=1SC(=CC1)C1=CC=C(C=C1)N(C)C)O (E)-2-((4,7-dimethyl-1,4,7-triazonan-1-yl)methyl)-4-(2-(5-(4-(dimethylamino)phenyl)thiophen-2-yl)vinyl)phenol